N-(2-chloro-2-(3-chlorophenyl)ethyl)-N-methylcyclopropylamine ClC(CN(C)C1CC1)C1=CC(=CC=C1)Cl